C1(=CC=C(C=C1)CO)CO Para-benzenebisMethanol